C1(=CC=CC=C1)C1=CC2=C(N=C(N=C2)NC2=CC=NC=C2)N2C1=NCC2 6-phenyl-N-(pyridin-4-yl)-8,9-dihydroimidazo[1',2':1,6]pyrido[2,3-d]pyrimidin-2-amine